((3aR,4R,6R,6aS)-6-((2-chloro-4-(cyclopentylamino)pyrrolo[2,1-f][1,2,4]triazin-7-yl)methyl)-2,2-dimethyltetrahydrofuro[3,4-d][1,3]dioxol-4-yl)methanol ClC1=NN2C(C(=N1)NC1CCCC1)=CC=C2C[C@H]2O[C@@H]([C@@H]1[C@H]2OC(O1)(C)C)CO